BrC=1C=CC(=C(C1)C=1SC2=C(N1)C=CC=C2)O 2-(5-bromo-2-hydroxyphenyl)benzothiazole